Water dichromate [Cr](=O)(=O)(O)O[Cr](=O)(=O)O.O